ClC1=CC=C(C=C1)NC(=O)N1CCC(CC1)C=1C=C(C=NC1)O 5-(1-((4-chlorophenyl)carbamoyl)-piperidin-4-yl)-3-hydroxy-pyridine